N1=CC=C(C=C1)C=1N=C(C2=C(N1)C=NC=C2)N2CCC1(CCN(C1)CCS(=O)(=O)N)CC2 2-(8-(2-(pyridin-4-yl)pyrido[3,4-d]pyrimidin-4-yl)-2,8-diazaspiro[4.5]decan-2-yl)ethane-1-sulfonamide